C(CC)C(CC(C)=O)=O 1-propyl-1,3-butanedione